4-((8-methoxy-5H-pyridazino[4,5-b]indol-5-yl)methyl)benzenesulfonamide COC1=CC=2C3=C(N(C2C=C1)CC1=CC=C(C=C1)S(=O)(=O)N)C=NN=C3